(6-{[3-(2,3-dichloro-6-fluorophenyl)pyrrolidin-3-yl]amino}-4-fluoro-3-methylindazol-2-yl)acetic acid hydrochloride Cl.ClC1=C(C(=CC=C1Cl)F)C1(CNCC1)NC=1C=C(C2=C(N(N=C2C1)CC(=O)O)C)F